(E)-3-(4-(((3,5-Dicyano-6-(dimethylamino)-4-ethylpyridin-2-yl)thio)methyl)phenyl)acrylic acid, Trifluoroacetic acid salt FC(C(=O)O)(F)F.C(#N)C=1C(=NC(=C(C1CC)C#N)N(C)C)SCC1=CC=C(C=C1)/C=C/C(=O)O